3,6-dichloro-1,2-phenylenediamine ClC=1C(=C(C(=CC1)Cl)N)N